FC=1N=C(SC1CN1[C@H](C[C@H](C1)OC=1N=CC2=C(N1)N(C=C2)C)C)NC(C)=O N-(4-fluoro-5-(((2S,4R)-2-methyl-4-((7-methyl-7H-pyrrolo[2,3-d]pyrimidin-2-yl)oxy)pyrrolidin-1-yl)methyl)thiazol-2-yl)acetamide